N-propylideneethenamine C(CC)=NC=C